CN(C(C)=O)C=1C(=NC=C(C1)C(F)(F)F)NC1=NC(=NS1)C=1C=C2C(=CN1)N(C(C2(C)C)=O)C N-methyl-N-(5-(trifluoromethyl)-2-(3-(1,3,3-trimethyl-2-oxo-2,3-dihydro-1H-pyrrolo[2,3-c]pyridin-5-yl)-1,2,4-thiadiazol-5-ylamino)pyridin-3-yl)acetamide